[N+](=O)([O-])C(C(=O)O)CCCCCCCCCCCCCCCC Nitro-stearic acid